FC1=C(O[C@H]2C[C@]3([C@H](CN(C3)C[C@@H](C=3C=C4C=NNC4=CC3)O)C2)O)C=CC(=C1)F (3aR,5R,6aS)-5-(2,4-difluorophenoxy)-2-((R)-2-hydroxy-2-(1H-indazol-5-yl)ethyl)hexahydrocyclopenta[c]pyrrol-3a(1H)-ol